1-benzyl-3-[[(4-phenylcyclohexyl)oxy]methyl]piperidin-4-amine C(C1=CC=CC=C1)N1CC(C(CC1)N)COC1CCC(CC1)C1=CC=CC=C1